5-dimethylmethoxysilylvaleric acid C[Si](CCCCC(=O)O)(OC)C